C(=C)N1CN(C=C1)C=C N,N'-divinyl-imidazole